NCC1=CC=C(OC=2C=CC(=C(C2)C2=NNC=C2NC(=O)C=2C=NN3C2N=CC=C3)OC(F)F)C=C1 N-[3-[5-[4-(aminomethyl)phenoxy]-2-(difluoromethoxy)phenyl]-1H-pyrazol-4-yl]pyrazolo[1,5-a]pyrimidine-3-carboxamide